(2-pyridin-4-ylethyl)amine dihydrochloride Cl.Cl.N1=CC=C(C=C1)CCN